(E)-1,1'-(ethene-1,2-diyl)bis(4,4-dimethylcyclohexan-1-ol) C(=C\C1(CCC(CC1)(C)C)O)/C1(CCC(CC1)(C)C)O